3,5-difluoro-4-hydroxy-N-{[(1r,4r)-4-{3-[4-(methanesulfonyl)phenyl]-1,2,4-oxadiazol-5-yl}cyclohexyl]methyl}benzamide FC=1C=C(C(=O)NCC2CCC(CC2)C2=NC(=NO2)C2=CC=C(C=C2)S(=O)(=O)C)C=C(C1O)F